C(=C\C)/C1=C(C=C(C2=C1CCO2)C2=CC=C(C=C2)OC(F)(F)F)N (E)-4-(prop-1-en-1-yl)-7-(4-(trifluoromethoxy)phenyl)-2,3-dihydrobenzofuran-5-amine